The molecule is the carbohydrate acid derivative anion formed from beta-D-GlcA3S-(1->3)-beta-D-Gal-OC6H4-4-[CH2]2NHC(O)[CH2]3SH by loss of two protons, one from each of its sulfo and carboxy groups. It is a conjugate base of a beta-D-GlcA3S-(1->3)-beta-D-Gal-OC6H4-4-[CH2]2NHC(O)[CH2]3SH. C1=CC(=CC=C1CCNC(=O)CCCS)O[C@H]2[C@@H]([C@H]([C@H]([C@H](O2)CO)O)O[C@H]3[C@@H]([C@H]([C@@H]([C@H](O3)C(=O)[O-])O)OS(=O)(=O)[O-])O)O